dipyrimidylpyridine N1=C(N=CC=C1)C=1C(=NC=CC1)C1=NC=CC=N1